C(C)(C)(C)NC(C1=C(C=CC=C1)OC)=O N-(tert-butyl)-2-methoxybenzamide